C(C)(=O)NC1=CC(=C(C=C1)NC(=O)[C@@H]1CN([C@H](O1)C(F)(F)F)C1=CC(=C(C=C1)C#N)C(F)(F)F)Cl (2R,5S)-N-(4-Acetamido-2-chlorophenyl)-3-(4-cyano-3-(trifluoromethyl)phenyl)-2-(trifluoromethyl)oxazolidin-5-carboxamid